4-(4-Methyl-1-phenyl-3,4-dihydro-1H-isoquinolin-2-yl)-4-oxo-N-[[3-(trifluoromethyl)phenyl]methyl]butyric acid amide CC1CN(C(C2=CC=CC=C12)C1=CC=CC=C1)C(CCC(=O)NCC1=CC(=CC=C1)C(F)(F)F)=O